FC(C=1C=C(C=C(C1)C(F)(F)F)C=1N(C(=C(N1)C1=CC=C(C=C1)OC)C1=CC=C(C=C1)OC)CC1=C(C(=O)O)C=CC=C1)(F)F ((2-(3,5-bis(trifluoromethyl)phenyl)-4,5-bis(4-methoxyphenyl)-1H-imidazol-1-yl)methyl)benzoic acid